O=C1NC(=NN1C=1C=CC=C2C=CC(NC12)=O)C1CN(CCC1)CCC1CCNCC1 8-(5-oxo-3-(1-(2-(piperidin-4-yl)ethyl)piperidin-3-yl)-4,5-dihydro-1H-1,2,4-triazol-1-yl)quinolin-2(1H)-one